sodium chloropentanoic acid ClC(C(=O)O)CCC.[Na]